C(C)C1=NC=2C(=NC(=CC2C)C)N1CC=1C=NC(=CC1)C=1C=C(C=CC1C1=NN=NN1)C1=CC(=CC=C1)C 2-ethyl-5,7-dimethyl-3-((6-(3'-methyl-4-(1H-tetrazol-5-yl)biphenyl-3-yl)pyridin-3-yl)methyl)-3H-imidazo[4,5-b]pyridine